4,4-dibromo-2,2-bipyridine BrC1(CC(=NC=C1)C1=NC=CC=C1)Br